C1=CC=CC=2C3=CC=CC=C3C(C12)COC(=O)N[C@H](C(=O)OCC=C)CCCCNC(N(C[C@@H]([C@H]([C@@H]([C@@H](CO)O)O)O)O)C)=O prop-2-en-1-yl (2S)-2-({[(9H-fluoren-9-yl)methoxy]carbonyl}amino)-6-({methyl[(2S,3R,4R,5R)-2,3,4,5,6-pentahydroxyhexyl]carbamoyl}amino)hexanoate